[Pd-](Cl)Cl palladium (i) dichloride